7-Bromo-N-[(1S)-tetralin-1-yl]pyrido[3,2-d]pyrimidin-4-amine BrC1=CC=2N=CN=C(C2N=C1)N[C@H]1CCCC2=CC=CC=C12